BrC1=C(C=CC(=C1)F)C(C(=O)N)OC1=C(C=C(C=C1)F)Cl (2-bromo-4-fluorophenyl)-2-(2-chloro-4-fluorophenoxy)acetamide